ClC1=NC=C(C=N1)CN1CCC2(CC1)CC=1C(=CN=CC1)O2 ((2-chloropyrimidin-5-yl)methyl)-3H-spiro[furo[2,3-c]pyridine-2,4'-piperidine]